CN1C(C=C(C(=C1)[Sn](CCCC)(CCCC)CCCC)C(=O)OC)=O methyl 1-methyl-2-oxo-5-(tributylstannyl)-1,2-dihydropyridine-4-carboxylate